(S)-2-(4-(3-(5-Fluoro-4-methylpyridin-3-yl)isoxazolidine-2-carbonyl)piperidin-1-yl)pyrimidine-4-carboxamide FC=1C(=C(C=NC1)[C@H]1N(OCC1)C(=O)C1CCN(CC1)C1=NC=CC(=N1)C(=O)N)C